1-(2-methyl-5-nitrophenyl)ethan-1-one CC1=C(C=C(C=C1)[N+](=O)[O-])C(C)=O